CN(CC[C@H](O)C1=CC=CC=C1)C (S)-3-(dimethylamino)-1-phenylpropan-1-ol